8-((3-acetamidopropyl)(8-(heptadec-9-yloxy)-8-oxooctyl)amino)octanoic acid 3-butylheptyl ester C(CCC)C(CCOC(CCCCCCCN(CCCCCCCC(=O)OC(CCCCCCCC)CCCCCCCC)CCCNC(C)=O)=O)CCCC